O1C(=CC=C1C(=O)O)C(=O)O.C(CCCCCCCCC)(O)O decanediol 2,5-furandicarboxylate